2-(4-(4-(2-(5-Amino-8-(furan-2-yl)-2-oxothiazolo[5,4-e][1,2,4]triazolo[1,5-c]pyrimidin-3(2H)-yl)ethyl)piperazin-1-yl)-3-fluorophenoxy)propionic acid NC1=NC2=C(C=3N1N=C(N3)C=3OC=CC3)SC(N2CCN2CCN(CC2)C2=C(C=C(OC(C(=O)O)C)C=C2)F)=O